dibutyltin di(acetoacetate) C(CC(=O)C)(=O)[O-].C(CC(=O)C)(=O)[O-].C(CCC)[Sn+2]CCCC